3-(3-(4-Hydroxypiperidin-1-yl)phenyl)-5-(2-fluoro-6-methoxyphenyl)-1H-pyrazolo[4,3-c]pyridazin-6(5H)-on OC1CCN(CC1)C=1C=C(C=CC1)C1=NNC=2C1=NN(C(C2)=O)C2=C(C=CC=C2OC)F